{[(prop-2-en-1-yloxy)carbonyl]oxy}oxane-2-carboxylate C(C=C)OC(=O)OC1(OCCCC1)C(=O)[O-]